FC1=CC2=C(N=C(O2)[C@H]2N(CCC3=C2N=CN3)C(=O)C3=C(N=CO3)C)C=C1 (S)-(4-(6-fluorobenzo[d]oxazol-2-yl)-6,7-dihydro-1H-imidazo[4,5-c]pyridin-5(4H)-yl)(4-methyloxazol-5-yl)methanone